tert-butyl N-[[3-[acetyl(methyl)carbamoyl]cyclobutyl]methyl]-N-tert-butoxycarbonyl-carbamate C(C)(=O)N(C(=O)C1CC(C1)CN(C(OC(C)(C)C)=O)C(=O)OC(C)(C)C)C